C(C=C)(=O)OCC1=CC=C(C=C1)COC(C=C)=O p-xylylene glycol diacrylate